BrC1=C(C(=O)O)C=C(C(=C1)N1CCC2(CC(C2)=O)CC1)F 2-bromo-5-fluoro-4-(2-oxo-7-azaspiro[3.5]nonan-7-yl)benzoic acid